FC(CC[Sn]12OCCN(CCO1)CCO2)(F)F 3,3,3-trifluoropropyl-2,8,9-trioxa-5-aza-1-stannabicyclo[3.3.3]undecane